3-(6-(4-(8-Fluoro-2-methylimidazo[1,2-a]pyridin-6-yl)-2-(methoxymethoxy)phenyl)pyridazin-3-yl)azetidine-1-carboxylic acid tert-butyl ester C(C)(C)(C)OC(=O)N1CC(C1)C=1N=NC(=CC1)C1=C(C=C(C=C1)C=1C=C(C=2N(C1)C=C(N2)C)F)OCOC